5-[[6-[bis[(4-methoxyphenyl)methyl]amino]pyridin-2-yl]-hydroxymethyl]-3,4-difluoro-2-(2-fluoro-4-iodoanilino)benzoic acid COC1=CC=C(C=C1)CN(C1=CC=CC(=N1)C(C=1C(=C(C(=C(C(=O)O)C1)NC1=C(C=C(C=C1)I)F)F)F)O)CC1=CC=C(C=C1)OC